2,3,4-trifluoro-1,5-dinitrobenzene FC1=C(C=C(C(=C1F)F)[N+](=O)[O-])[N+](=O)[O-]